(3S,5R)-5-(4-morpholino-6-(3-(m-tolyl)-1H-pyrazol-1-yl)pyrimidin-2-yl)tetrahydrofuran-3-ol O1CCN(CC1)C1=NC(=NC(=C1)N1N=C(C=C1)C=1C=C(C=CC1)C)[C@H]1C[C@@H](CO1)O